C(C)(=O)N[C@H]1[C@@H](O)O[C@@H]([C@@H]([C@@H]1O)N)C 2-acetylamino-4-amino-2,4,6-trideoxy-alpha-D-galactopyranose